OC1=C(C(=O)O)C(=CC(=C1)OC1O[C@@H]([C@H]([C@@H]([C@H]1CO)O)O)O)CCC 2-hydroxy-6-propyl-4-{[(3R,4R,5S,6S)-4,5,6-trihydroxy-3-(hydroxymethyl)oxan-2-yl]oxy}benzoic acid